F[B-](F)(F)F.C1(=CC=C(C=C1)[N+]#N)C p-tolyl-diazonium tetrafluoroborate